(1-(3-cyclopropylbenzyl)cyclobutyl)methanamine C1(CC1)C=1C=C(CC2(CCC2)CN)C=CC1